(+)-[6-[(2,4-Difluorophenyl)methyl]-2-azaspiro[3.3]heptan-2-yl]-[3-(1H-1,2,4-triazol-5-yl)pyrrolidin-1-yl]methanone FC1=C(C=CC(=C1)F)CC1CC2(CN(C2)C(=O)N2CC(CC2)C2=NC=NN2)C1